N-(1-cyanocyclopropyl)-1-((1-(dibenzo[b,d]furan-3-yl)-2,2,2-trifluoroethyl)amino)cyclohexane-1-carboxamide C(#N)C1(CC1)NC(=O)C1(CCCCC1)NC(C(F)(F)F)C=1C=CC2=C(OC3=C2C=CC=C3)C1